N-(1-methylpiperidin-4-yl)-3-(4-((1-methylpiperidin-4-yl)oxy)quinazolin-6-yl)-1H-pyrrolo[2,3-b]pyridine-5-carboxamide CN1CCC(CC1)NC(=O)C=1C=C2C(=NC1)NC=C2C=2C=C1C(=NC=NC1=CC2)OC2CCN(CC2)C